2-Morpholino-4(s)-(2-trimethoxysilylethyl)cyclohexan-1-ol O1CCN(CC1)C1C(CC[C@@H](C1)CC[Si](OC)(OC)OC)O